[2,2-difluoro-3-(6-fluoro-[1,2,4]triazolo[4,3-a]pyridin-7-yl)propyl]trifluoromethanesulfonate FC(COS(=O)(=O)C(F)(F)F)(CC1=CC=2N(C=C1F)C=NN2)F